[Cu+].S1C(=CC=C1)C(=O)[O-] 2-thiophenecarboxylic acid copper(I) salt